6-(difluoromethyl)-4-[6-fluoro-2-(5-fluoro-2-pyridinyl)-6-(methoxymethyl)-5,7-dihydro-4H-pyrazolo[1,5-a]pyridin-3-yl]-1H-pyrazolo[3,4-b]pyridine FC(C1=CC(=C2C(=N1)NN=C2)C=2C(=NN1C2CCC(C1)(COC)F)C1=NC=C(C=C1)F)F